N-methyl-N-hexadecylanilinium [tetrakis(perfluorophenyl) borate] FC1=C(C(=C(C(=C1F)F)F)F)[B-](C1=C(C(=C(C(=C1F)F)F)F)F)(C1=C(C(=C(C(=C1F)F)F)F)F)C1=C(C(=C(C(=C1F)F)F)F)F.C[NH+](C1=CC=CC=C1)CCCCCCCCCCCCCCCC